5,7-dimethoxy-4-oxo-2-(3,4,5-trimethoxyphenyl)-4H-chromen-3-ylpyridine-2-sulfonate COC1=C2C(C(=C(OC2=CC(=C1)OC)C1=CC(=C(C(=C1)OC)OC)OC)OS(=O)(=O)C1=NC=CC=C1)=O